(4-(methoxycarbonyl)quinolin-6-yl)boronic acid COC(=O)C1=CC=NC2=CC=C(C=C12)B(O)O